1-(tetrahydro-2H-pyran-2-yl)cyclobutane-1-carboxylic acid O1C(CCCC1)C1(CCC1)C(=O)O